2-[2-(3-methoxyphenyl)-1,1-dimethyl-ethyl]propanedinitrile COC=1C=C(C=CC1)CC(C)(C)C(C#N)C#N